ClC1=C(C=C(C=C1)C1=CC(=CC=C1)C1(CCC1)O)CC(C(=O)NC1=CC=C(C=C1)C1=NN=CN1C)NC(=O)C=1N(N=CC1)C N-[1-[[2-chloro-5-[3-(1-hydroxycyclobutyl)phenyl]phenyl]methyl]-2-[4-(4-methyl-1,2,4-triazol-3-yl)anilino]-2-oxo-ethyl]-2-methyl-pyrazole-3-carboxamide